4-(2-phenanthryl)aniline (+/-)-trans-methyl-3-((2-(2-chloro-5-trityl-5H-pyrrolo[2,3-b]pyrazin-7-yl)-6-(furan-2-yl)pyrimidin-4-yl)amino)bicyclo[2.2.2]octane-2-carboxylate COC(=O)C1C2CCC(C1NC1=NC(=NC(=C1)C=1OC=CC1)C1=CN(C3=NC=C(N=C31)Cl)C(C3=CC=CC=C3)(C3=CC=CC=C3)C3=CC=CC=C3)CC2.C2=C(C=CC=3C1=CC=CC=C1C=CC23)C2=CC=C(N)C=C2